4-{[(3S,4S)-4-fluoropiperidin-3-yl]amino}-6-[4-(2-methoxyethoxy)phenyl]pyrido[3,2-d]pyrimidine-8-carboxamide F[C@@H]1[C@H](CNCC1)NC=1C2=C(N=CN1)C(=CC(=N2)C2=CC=C(C=C2)OCCOC)C(=O)N